5-aminomethyl-3-[1-(2,6-dichloro-3-fluoro-phenyl)-ethoxy]-pyridin-2-ylamine NCC=1C=C(C(=NC1)N)OC(C)C1=C(C(=CC=C1Cl)F)Cl